1-((3'-(trifluoromethyl)-[1,1'-biphenyl]-4-yl)methyl)-1H-indol-5-amine FC(C=1C=C(C=CC1)C1=CC=C(C=C1)CN1C=CC2=CC(=CC=C12)N)(F)F